3-(4-(((2S,4R)-2-methyl-1-propionyl-1,2,3,4-tetrahydroquinolin-4-yl)amino)phenyl)propanoic acid C[C@@H]1N(C2=CC=CC=C2[C@@H](C1)NC1=CC=C(C=C1)CCC(=O)O)C(CC)=O